hexadecyltrimethylimidazole chloride [Cl-].C(CCCCCCCCCCCCCCC)CC=1NC(=C(N1)C)C